C1[C@H]([C@@H]([C@H]([C@H](O1)OC2=C(C3=C(C=C2)C(=O)C(=CO3)C4=CC=C(C=C4)O)[C@H]5[C@@H]([C@H]([C@@H]([C@H](O5)CO)O)O)O)O)O)O The molecule is a hydroxyisoflavone that is puerarin substituted by an alpha-D-xylopyranosyl residue at position 7 via a glycosidic linkage. It is a C-glycosyl compound, a hydroxyisoflavone and a glycosyloxyisoflavone. It derives from a puerarin.